1-(3-hydroxynaphthalene-2-yl)ethanone OC=1C(=CC2=CC=CC=C2C1)C(C)=O